C(=O)(OCC1=CC=CC=C1)C1=C(C(O)=CC=C1)O CBZcatechol